BrC=1C=C(C(=NC1)C(CC(=O)OCC)(C(=O)OCC)C(=O)OCC)[N+](=O)[O-] triethyl 1-(5-bromo-3-nitropyridin-2-yl)ethane-1,1,2-tricarboxylate